FC1=CC(=CC2=C1N=C(S2)C2CCNCC2)C2=CC(=C(C=C2)F)OC 4-Fluoro-6-(4-fluoro-3-methoxyphenyl)-2-(piperidin-4-yl)-1,3-benzothiazol